BrC1=CC=C(C=C1)[C@]12[C@](C=3C(=NC(=CC3O1)Cl)OC)([C@@H]([C@@H]([C@H]2C2=CC=CC=C2)CNC)O)O |r| rac-(5ar,6s,7s,8r,8as)-5a-(4-bromophenyl)-3-chloro-1-methoxy-7-((methylamino)methyl)-6-phenyl-5a,6,7,8-tetrahydro-8aH-cyclopenta[4,5]furo[3,2-c]pyridine-8,8a-diol